4-(difluoromethyl)-2-methoxy-3-(methylsulfonyl)-N-(1-methyl-1H-tetrazol-5-yl)benzamide FC(C1=C(C(=C(C(=O)NC2=NN=NN2C)C=C1)OC)S(=O)(=O)C)F